2-((2-oxo-3-(4-(3-oxo-4-morpholinyl)phenyl)-5-oxazolidinyl)methyl)isoindole-1,3-dione O=C1OC(CN1C1=CC=C(C=C1)N1C(COCC1)=O)CN1C(C2=CC=CC=C2C1=O)=O